4-chloro-3-methyl-1H,2H,3H-pyrrolo[2,3-b]pyridin-2-one ClC1=C2C(=NC=C1)NC(C2C)=O